C(C)(C)NC1CC(C1)OC=1C=C(C(=CC1)C(=O)OC)C(=O)OC dimethyl 4-[3-(isopropylamino)cyclobutoxy]benzene-1,2-dicarboxylate